[Si](C)(C)(C(C)(C)C)ON1CCN(CC1)C(C=C)=O 1-(4-((tert-Butyldimethylsilyl)oxy)piperazin-1-yl)prop-2-en-1-one